4-chloro-2-(cyclopentyloxy)-5-(5-methylisoxazol-4-yl)aniline dimethyl-2,4,6-trimethylpimelate COC(C(CC(CC(C(=O)OC)C)C)C)=O.ClC1=CC(=C(N)C=C1C=1C=NOC1C)OC1CCCC1